N1=CC(=CC=C1)N1CC(CCC1)NC(OCCCC)=O butyl N-[1-(pyridin-3-yl)piperidin-3-yl]carbamate